tert-butyl 3-(((5-(2-(cyclopropanecarboxamido)pyrazolo[1,5-a]pyridin-5-yl)-1-methyl-1H-pyrazol-4-yl)oxy)methyl)-3-fluoroazetidine-1-carboxylate C1(CC1)C(=O)NC1=NN2C(C=C(C=C2)C2=C(C=NN2C)OCC2(CN(C2)C(=O)OC(C)(C)C)F)=C1